2-(2,6-dioxopiperidin-3-yl)-5-fluoro-6-(3-((4'-fluoro-5,5-dimethyl-3,4,5,6-tetrahydro-[1,1'-biphenyl]-2-yl)methyl)-3,8-diazabicyclo[3.2.1]oct-8-yl)isoindoline-1,3-dione O=C1NC(CCC1N1C(C2=CC(=C(C=C2C1=O)F)N1C2CN(CC1CC2)CC2=C(CC(CC2)(C)C)C2=CC=C(C=C2)F)=O)=O